[C@@H]12N(C[C@@H](NC1)C2)C=2C=CC=1N=CN=C(C1N2)NC2=C(C=C(C(=C2)Cl)OCC)F 6-((1S,4S)-2,5-diazabicyclo[2.2.1]heptan-2-yl)-N-(5-chloro-4-ethoxy-2-fluorophenyl)pyrido[3,2-d]pyrimidin-4-amine